CN1N=CC=C1NC(C1=CC=CC(=C1)C(F)(F)F)=O N-(1-methyl-1H-pyrazol-5-yl)-5-(trifluoromethyl)benzamide